(R)-4-(2-(4-chlorophenyl)-2,3-dihydrobenzo[b][1,4]dioxin-5-yl)piperidine hydrochloride Cl.ClC1=CC=C(C=C1)[C@@H]1COC2=C(O1)C=CC=C2C2CCNCC2